CCC(C)C1OCCO1 The molecule is a member of the class of dioxolanes that is 1,3-dioxolane substituted at position 2 by a sec-butyl group. It is a dioxolane and a cyclic acetal. It derives from a hydride of a 1,3-dioxolane.